6-bromo-7-fluoro-1,2,3,4-tetrahydroquinoline BrC=1C=C2CCCNC2=CC1F